C(C)(C)(C)OC(N[C@H]1C[C@H](CCC1)N)=O ((1R,3S)-3-aminocyclohexyl)carbamic acid tert-butyl ester